C(#C)C=1SC=C(N1)NC(=O)NCC1=CC=C(C=C1)C1=CC=CC2=C1SC(C2)C2OCCCC2O 1-(2-Ethynylthiazol-4-yl)-3-(4-(3-hydroxy-1,1-dioxanyl-2,3-dihydrobenzo[b]-thiophen-7-yl)benzyl)urea